1lambda6-thiomorpholin-1-one N1CC[SH2](CC1)=O